ClC1=C2C=C(NC2=CC(=C1)Cl)C(=O)N[C@H](C(N[C@H](C=C=O)C[C@H]1C(NCC1)=C=O)=C=O)CC1CCCCC1 4,6-Dichloro-N-{(S)-1-carbonyl-1-{{(S)-1-carbonyl-3-[(S)-2-carbonylpyrrolidin-3-yl]propan-2-yl}amino}-3-cyclohexylpropan-2-yl}-1H-indole-2-carboxamide